NC1=NC=CC(=C1CN1CCCC1)OC1=C(C=C(C=C1)NC(=O)C=1C=NN(C1C(F)(F)F)C1=NC=CC=N1)F N-(4-((2-amino-3-(pyrrolidin-1-ylmethyl)pyridin-4-yl)oxy)-3-fluorophenyl)-1-(pyrimidin-2-yl)-5-(trifluoromethyl)-1H-pyrazole-4-carboxamide